N-fluorenylmethyloxycarbonyl-L-phenylalanine C1(=CC=CC=2C3=CC=CC=C3CC12)COC(=O)N[C@@H](CC1=CC=CC=C1)C(=O)O